cetyl sulfosuccinamate S(=O)(=O)(O)C(C(=O)OCCCCCCCCCCCCCCCC)CC(=O)N